6-(5-CYCLOPROPYLPYRAZOL-1-YL)-N-(1-METHYLINDAZOL-7-YL)PYRIDINE-3-SULFONAMIDE C1(CC1)C1=CC=NN1C1=CC=C(C=N1)S(=O)(=O)NC=1C=CC=C2C=NN(C12)C